(E)-9-(4-((4-butylphenyl)diazenyl)phenoxy)nonan-4-yl methacrylate C(C(=C)C)(=O)OC(CCC)CCCCCOC1=CC=C(C=C1)\N=N\C1=CC=C(C=C1)CCCC